FC1=C(C(=O)C2=CC=3C(=CN=CC3)O2)C(=C(C=C1OC)OC)F 2-(2,6-difluoro-3,5-dimethoxybenzoyl)furo[2,3-c]pyridin